(2R,3S)-3-((tert-butyldimethylsilyl)oxy)-2-(hydroxymethyl)pyrrolidine-1-carboxylic acid tert-butyl ester C(C)(C)(C)OC(=O)N1[C@@H]([C@H](CC1)O[Si](C)(C)C(C)(C)C)CO